O1C(=CC=C1)C1=CC=C(C=C1)CNC(=O)C1N(C(CN(C1)CC1=C(C=CC=C1)N1CCN(CC1)C)C)C(C(C)C)=O N-{[4-(furan-2-yl)phenyl]methyl}-6-methyl-4-{[2-(4-methylpiperazin-1-yl)phenyl]methyl}-1-(2-methylpropanoyl)piperazine-2-carboxamide